(2R,4S)-5,5-dihydroxy-9-(1-{2-[(2-hydroxyethoxy)amino]-2-oxoethyl}azetidin-3-yl)oxy-5-boranuidatricyclo[5.4.0.02,4]undeca-1(11),7,9-triene-8-carboxylic acid disodium salt [Na+].[Na+].O[B-]1([C@H]2C[C@H]2C2=CC=C(C(=C2C1)C(=O)O)OC1CN(C1)CC(=O)NOCCO)O.O[B-]1([C@H]2C[C@H]2C2=CC=C(C(=C2C1)C(=O)O)OC1CN(C1)CC(NOCCO)=O)O